(2R)-2-amino-1-(4-(4-((3-(1-(but-3-yn-2-yl)-3-(difluoromethyl)-1H-pyrazol-4-yl)imidazo[1,2-a]pyrazin-8-yl)amino)-2-ethylbenzoyl)piperazin-1-yl)propan-1-one N[C@@H](C(=O)N1CCN(CC1)C(C1=C(C=C(C=C1)NC=1C=2N(C=CN1)C(=CN2)C=2C(=NN(C2)C(C)C#C)C(F)F)CC)=O)C